4-(4-hydroxy-4-methylpentyl)-3-cyclohex-ene-1-carboxaldehyde OC(CCCC1=CCC(CC1)C=O)(C)C